FC=1C(=C2C(C(=CN(C2=NC1N1CC(C1)C(NC1=NN(C(=C1)OCCC)C)=O)C1=NC=NS1)C(=O)O)=O)C 6-fluoro-5-methyl-7-{3-[(1-methyl-5-propoxy-1H-pyrazol-3-yl)carbamoyl]azetidin-1-yl}-4-oxo-1-(1,2,4-thiadiazol-5-yl)-1,4-dihydro-1,8-naphthyridine-3-carboxylic acid